CN1CCN(CC1)C1=CC2=C(NC(=N2)C#C[Si](C(C)C)(C(C)C)C(C)C)C=C1 5-(4-methylpiperazin-1-yl)-2-((triisopropylsilyl)ethynyl)-1H-benzo[d]imidazole